N-morpholinium [NH2+]1CCOCC1